FC=1C=C(C=CC1F)N1C(=C(C2=C(C=C(C=C12)F)O)C1=CC=C(C(=O)O)C=C1)C(COC)C 4-[1-(3,4-difluorophenyl)-6-fluoro-4-hydroxy-2-(2-methoxy-1-methyl-ethyl)indol-3-yl]benzoic acid